O1COC2=C1C=CC(=C2)C(CC(=O)O)C2=CC1=CC(=CC=C1C=C2)OCC(=O)NC2CCCCCC2 3-(benzo[d][1,3]dioxol-5-yl)-3-(7-(2-(cycloheptylamino)-2-oxoethoxy)naphthalen-2-yl)propanoic acid